phenyl-(tetrahydro-2H-pyran-4-yl)methanone C1(=CC=CC=C1)C(=O)C1CCOCC1